3,3-dimethyl-1-(4-(3-(pyrrolidin-1-yl)propanoyl)-3,4-dihydroquinoxalin-1(2H)-yl)butan-1-one CC(CC(=O)N1CCN(C2=CC=CC=C12)C(CCN1CCCC1)=O)(C)C